pyrimidyl-(pyrimidine) N1=C(N=CC=C1)C1=NC=CC=N1